(3S,4R)-1-[4-({8-[(2R,3S)-3-(methanesulfonylmeth-yl)-2-methylazetidin-1-yl]-5-(propan-2-yl)isoquinolin-3-yl}amino)pyrimidin-2-yl]-4-methoxypiperidin CS(=O)(=O)C[C@@H]1[C@H](N(C1)C=1C=CC(=C2C=C(N=CC12)NC1=NC(=NC=C1)N1CCC(CC1)OC)C(C)C)C